BrC1=CC=C(C=N1)O[C@H]1CN(CC1)C(=O)OC(C)(C)C tert-butyl (R)-3-((6-bromopyridin-3-yl)oxy)pyrrolidine-1-carboxylate